ClC1=C(C(=O)N[C@H](C(=O)O)CC2=CC=C(C=C2)N2C(C3(C4=CC(=CC=C24)F)CC3)=O)C(=CC=C1)F (S)-2-(2-chloro-6-fluorobenzamido)-3-(4-(5'-fluoro-2'-oxospiro[cyclopropane-1,3'-indoline]-1'-yl)phenyl)propanoic acid